tertbutyl (2-chloro-3-fluoropyridin-4-yl)carbamate ClC1=NC=CC(=C1F)NC(OC(C)(C)C)=O